3-hydroxy-2-cyclohexene OC1=CCCCC1